N1=CC(=CC=C1)C=C1NC=CN=C1 (pyridin-3-ylmethylene)pyrazine